(R)-6-(1-(1-((4-(fluoromethyl)phenyl)methyl-d2)-2-oxopyrrolidin-3-yl)piperidin-4-yl)benzo[d]oxazol-2(3H)-one FCC1=CC=C(C=C1)C(N1C([C@@H](CC1)N1CCC(CC1)C1=CC2=C(NC(O2)=O)C=C1)=O)([2H])[2H]